6-chloro-5'-(5-chloro-2-methylphenyl)-2'-(2-(dimethylamino)-4-methoxypyrimidin-5-yl)-3'-isopropyl-3'H-spiro[indoline-3,4'-pyrrolo[3,4-d]imidazole]-2,6'(5'H)-dione ClC1=CC=C2C(=C1)NC(C21N(C(C=2N=C(N(C21)C(C)C)C=2C(=NC(=NC2)N(C)C)OC)=O)C2=C(C=CC(=C2)Cl)C)=O